(2S,5R)-7-Oxo-N-[2-(propan-2-ylamino)ethoxy]-6-(sulfooxy)-1,6-diazabicyclo[3.2.1]octane-2-carboxamide O=C1N([C@@H]2CC[C@H](N1C2)C(=O)NOCCNC(C)C)OS(=O)(=O)O